C(CC(C)C)C1=NC2=C(N1C(=O)N)C=CC=C2N2CCN(CC2)C2CN(C2)C iso-Pentyl-4-(4-(1-methylazetidin-3-yl)-piperazin-1-yl)-1H-benzo[d]imidazole-1-carboxamide